N,N,N-Trimethyl-2-[(1-oxo-2-propen-1-yl)amino]ethanaminium chloride [Cl-].C[N+](CCNC(C=C)=O)(C)C